9-chloro-3,9'-biphenanthrene ClC=1C2=CC=CC=C2C=2C=C(C=CC2C1)C=1C2=CC=CC=C2C=2C=CC=CC2C1